COC(C[C@@H](C(CF)=O)NC(=O)OC(C)(C)C)=O.NC(C(=O)NCC1=C(C=CC=C1)F)C 2-amino-N-(2-fluorobenzyl)propionamide methyl-(3S)-3-[[tert-butoxycarbonyl]amino]-5-fluoro-4-oxopentanoate